Ethyl (1S,4R)-4-[[[3-(3,5-difluorophenyl)-5-methoxy-4H-1,2-oxazol-5-yl]carbonyl] amino]cyclopent-2-en-1-carboxylat FC=1C=C(C=C(C1)F)C1=NOC(C1)(OC)C(=O)N[C@H]1C=C[C@H](C1)C(=O)OCC